2,3-bis(4-bromophenyl)cyclopropenone BrC1=CC=C(C=C1)C=1C(C1C1=CC=C(C=C1)Br)=O